C(C)(=S)OCC=C(C)C PRENYL THIOACETATE